FC([C@@](C(=O)O)(C)O)(F)F (S)-2-Trifluoromethyl-2-hydroxypropanoic acid